CC=1N(C2=CC=CC=C2C1)NC(C(C1=CC=CC=C1)=O)=O N-(2-methylindol-1-yl)-2-oxo-2-phenyl-acetamide